(NE)-N-{(4S)-4-(3-amino-2-chlorophenyl)-1-[(1RS,3RS)-4,4-difluoro-3-methylcyclohexyl]-4-methyl-6-oxohexahydropyrimidin-2-ylidene}carbamic acid tert-butyl ester C(C)(C)(C)OC(/N=C\1/N(C(C[C@@](N1)(C)C1=C(C(=CC=C1)N)Cl)=O)[C@H]1C[C@H](C(CC1)(F)F)C)=O |&1:23,25|